BrC1=C(N=C(C=2N1N=CC2)N2CCC1(CC2)[C@@H](C=2C(=NC=CC2)O1)N[S@](=O)C(C)(C)C)C (R)-N-[(3R)-1'-(7-bromo-6-methyl-pyrazolo[1,5-a]pyrazin-4-yl)spiro[3H-furo[2,3-b]pyridine-2,4'-piperidine]-3-yl]-2-methyl-propane-2-sulfinamide